1-((4-(4-fluoro-2-methyl-1H-indol-5-yloxy)-6-methoxyquinolin-7-yloxy)methyl)cyclopropylamine FC1=C2C=C(NC2=CC=C1OC1=CC=NC2=CC(=C(C=C12)OC)OCC1(CC1)N)C